C(#N)N=C(N)N1C(C(NC2=C(C1)C=CC=C2)=O)C(C)C N'-cyano-3-isopropyl-2-oxo-1,2,3,5-tetrahydro-4H-benzo[E][1,4]Diazepine-4-carboxamidine